tert-butyl 4-(2-(2-(2,5-dimethyl-1H-pyrrol-1-yl)-[1,2,4]triazolo[1,5-a]pyridin-7-yl)pyrimidin-4-yl)-1H-pyrazole-1-carboxylate CC=1N(C(=CC1)C)C1=NN2C(C=C(C=C2)C2=NC=CC(=N2)C=2C=NN(C2)C(=O)OC(C)(C)C)=N1